benzyl (2-(2-oxopiperazin-1-yl)ethyl)carbamate O=C1N(CCNC1)CCNC(OCC1=CC=CC=C1)=O